C1(CCC1)OC1=NC=2N(C=C1C(=O)NC=1C(N(C=CC1)C1CC1)=O)C=C(N2)[C@]21CO[C@](CC2)(C1)C 7-cyclobutoxy-N-(1-cyclopropyl-2-oxo-1,2-dihydropyridin-3-yl)-2-((1R,4S)-1-methyl-2-oxabicyclo[2.2.1]hept-4-yl)imidazo[1,2-a]pyrimidine-6-carboxamide